CN(CCC(=O)OC1C[C@H](N(C1)CCCCCC(=O)OCCCCCCC)C(=O)OCCCCCCCC(=O)OC(CCCCCCCC)CCCCCCCC)C 8-(heptadecan-9-yloxy)-8-oxooctyl (2S)-4-((3-(dimethylamino)propanoyl) oxy)-1-(6-(heptyloxy)-6-oxohexyl)pyrrolidine-2-carboxylate